3,7-dimethyl-2,6-octadienoate CC(=CC(=O)[O-])CCC=C(C)C